O=C1NC(CCC1N1C(C2=CC=C(C=C2C1)CC(C(=O)N)C1=CC(=CC=C1)N1CCN(CC1)C1=NC=CC=C1)=O)=O ((2-(2,6-Dioxopiperidin-3-yl)-1-oxoisoindolin-5-yl)methyl)-2-(3-(4-(pyridin-2-yl)piperazin-1-yl)phenyl)acetamide